(tert-butyldimethylsilyloxy)cyclobutane-1-carbaldehyde [Si](C)(C)(C(C)(C)C)OC1(CCC1)C=O